3,4-bis(dicyclopentylphosphino)-2,5-di-p-tolylthiophene C1(CCCC1)P(C1=C(SC(=C1P(C1CCCC1)C1CCCC1)C1=CC=C(C=C1)C)C1=CC=C(C=C1)C)C1CCCC1